BrC=1C=CC2=C(OCCCN3C2=NC(=C3)N3C(OCC3C(F)F)=O)C1 3-(10-bromo-6,7-dihydro-5H-benzo[b]imidazo[2,1-d][1,5]oxazocine-2-yl)-4-(difluoromethyl)oxazolidin-2-one